C(CCCCCC(C)C)OC(=O)C1(C(C(CCC1)CCCC)(C(=O)OCCCCCCC(C)C)CCCC)CCCC tributyl-cyclohexane-1,2-dicarboxylic acid diisononyl ester